C(C)(C)(C)OC([C@@H](N)CCCN)=O ornithine-t-butyl ester